4-chloro-diacetyl-phenol ClC1=C(C(=C(C=C1)O)C(C)=O)C(C)=O